C(=O)(OC(C)(C)C)N1C(N=CC(=C1)CN)C#N N-Boc-2-cyano-5-aminomethyl-pyrimidine